6-isobutyl-2,4-dinitrophenol C(C(C)C)C1=CC(=CC(=C1O)[N+](=O)[O-])[N+](=O)[O-]